5-(4-(chroman-4-yl)-6-morpholinopyridin-2-yl)pyrimidin-2-amine O1CCC(C2=CC=CC=C12)C1=CC(=NC(=C1)N1CCOCC1)C=1C=NC(=NC1)N